BrC=1C(=CC=C2C=C(C=C(C12)C1=C(C=2N=C(N=C(C2C=N1)N1CC2(C(NC(N2)=O)=O)CCC1)OC[C@]12CCCN2C[C@@H](C1)F)F)O)F 7-(7-(8-bromo-7-fluoro-3-hydroxynaphthalen-1-yl)-8-fluoro-2-(((2r,7as)-2-fluorohexahydro-1H-pyrrolizin-7a-yl)methoxy)pyrido[4,3-d]pyrimidin-4-yl)-1,3,7-triazaspiro[4.5]decane-2,4-dione